(2,4,5-trifluoro-benzyl)-7,8-dihydroxycoumarin FC1=C(CC=2C(OC3=C(C(=CC=C3C2)O)O)=O)C=C(C(=C1)F)F